CC(OCC(C)N)COC(COCC(C)N)C 5,8-Dimethyl-4,7,10-trioxatridecane-2,12-diamine